N1C=C(C2=CC=CC=C12)C[C@@H](C(NCCCC[C@H](NC(N[C@@H](CCC(OC(C)(C)C)=O)C(=O)OC(C)(C)C)=O)C(=O)OC(C)(C)C)=O)NC(CCC(=O)O)=O (7S,11S,18S)-18-((1H-Indol-3-yl)methyl)-7,11-bis(tert-butoxycarbonyl)-2,2-dimethyl-4,9,17,20-tetraoxo-3-oxa-8,10,16,19-tetraazatricosan-23-oic acid